CN1N=NC(=C1COC=1C=C2CCN(CC2=CN1)C(CC)=O)C=1C=NC(=CC1)C 1-(6-{[1-methyl-4-(6-methylpyridin-3-yl)-1H-1,2,3-triazol-5-yl]methoxy}-1,2,3,4-tetrahydro-2,7-naphthyridin-2-yl)propan-1-one